C(CCCCCC)OC(CCCCC[Mg]Cl)OCCCCCCC 6,6-diheptyloxyhexyl-magnesium chloride